1-trihydroxymethyl-ethane triacrylate C(C=C)(=O)O.C(C=C)(=O)O.C(C=C)(=O)O.OC(CC)(O)O